N,N'-bis(Amidino)naphthalen-2,6-dicarboxamid C(N)(=N)NC(=O)C1=CC2=CC=C(C=C2C=C1)C(=O)NC(N)=N